3-(3-(difluoromethyl)-1-methyl-1H-pyrazol-4-yl)-7,8-dihydro-1,6-naphthyridin FC(C1=NN(C=C1C=1C=NC=2CCN=CC2C1)C)F